ClC=1C=C2C(C(CC3(C2=CC1)CC3)C(C(=O)OCC)=O)=O ethyl 2-(6'-chloro-4'-oxo-3',4'-dihydro-2'H-spiro[cyclopropane-1,1-naphthalen]-3'-yl)-2-oxoacetate